1-iodoethanol IC(C)O